[Mg+2].P(=O)([O-])([O-])[O-].C(CCCCCCCCCCCCCCC(C)C)OCCCCCCCCCCCCCCCC(C)C.P(=O)([O-])([O-])[O-].[Mg+2].[Mg+2] isooctadecyl ether phosphate magnesium salt